C(#N)C=C(C1=CC(=CC=C1)Br)B1OC(C)(C)C(C)(C)O1 2-cyano-1-(3-bromophenyl)vinyl-boronic acid pinacol ester